[Si]([O-])([O-])([O-])[O-].C[N+](C)(C)C.C[N+](C)(C)C.C[N+](C)(C)C.C[N+](C)(C)C tetramethylammonium silicate salt